C(C)N1C2=NC(=NC(=C2N=C1)N1[C@H](COCC1)C)N1N=C(C(=C1)C1=CC=CC=C1)OC (S)-4-(9-ethyl-2-(3-methoxy-4-phenyl-1H-pyrazol-1-yl)-9H-purin-6-yl)-3-methylmorpholine